(2S)-[4-(3-aminophenyl)thiazol-2-ylthio]-N-{[4-(3,4-dichlorobenzyl)morpholin-2-yl]methyl}acetamide ethyl-1-(pyrimidin-2-yl)-3-vinyl-1H-pyrazole-4-carboxylate C(C)OC(=O)C=1C(=NN(C1)C1=NC=CC=N1)C=C.NC=1C=C(C=CC1)C=1N=C(SC1)SCC(=O)NC[C@H]1CN(CCO1)CC1=CC(=C(C=C1)Cl)Cl